(2-fluorophenyl)(4-(2-hydroxy-3-((1,2,3,4-tetrahydroacridin-9-yl)amino)propyl)pyrazin-1-yl)methanone tert-Butyl-7-(3,5-dimethylphenyl)-7-hydroxy-2-azaspiro[3.5]nonane-2-carboxylate C(C)(C)(C)OC(=O)N1CC2(C1)CCC(CC2)(O)C2=CC(=CC(=C2)C)C.FC2=C(C=CC=C2)C(=O)N2C=CN(C=C2)CC(CNC=2C1=CC=CC=C1N=C1CCCCC21)O